ClC=1C=C(C2=C(C1)OCC=1N=C(SC12)N(C1CC(NC(C1)(C)C)(C)C)C)F 7-chloro-9-fluoro-N-methyl-N-(2,2,6,6-tetramethylpiperidin-4-yl)-4H-chromeno[3,4-d]thiazol-2-amine